CC1=CC=C(C=C1)CC=O P-TOLYLACETALDEHYDE